C(C)OCC1=CC=CC=C1 (Ethoxymethyl)benzene